2-fluoro-1-(2-((6-(trifluoromethyl)pyridin-3-yl)amino)-3',6'-dihydro-[3,4'-bipyridin]-1'(2'H)-yl)prop-2-en-1-one FC(C(=O)N1CCC(=CC1)C=1C(=NC=CC1)NC=1C=NC(=CC1)C(F)(F)F)=C